4-(9-(1-hydroxyethyl)-4,7-dimethyl-5-oxo-4,5-dihydroimidazo[1,5-a]quinazolin-3-yl)piperidine-1-carboxylic acid tert-butyl ester C(C)(C)(C)OC(=O)N1CCC(CC1)C=1N=CN2C1N(C(C1=CC(=CC(=C21)C(C)O)C)=O)C